[Cl-].CN1CN(C=C1)C=C 1-methyl-3-vinylimidazole chloride salt